thiazoloimidazolium S1C=NC=2[NH+]=CNC21